CC1=CC=C(C=C1)CC(C=O)CC 2-[(4-methylphenyl)methyl]-1-butanone